1-(5-(bis(4H-benzo[d][1,3]dioxin-6-yl)methyl)octahydrocyclopenta[c]pyrrole-2-carbonyl)-1H-1,2,4-triazole-3-carbonitrile O1COCC2=C1C=CC(=C2)C(C2CC1C(CN(C1)C(=O)N1N=C(N=C1)C#N)C2)C2=CC1=C(OCOC1)C=C2